2-(3-(2-(2-aminoethoxy)ethoxy)propan-amido)-N-(4-cyclopropyl-5-methylthiazol-2-yl)benzamide NCCOCCOCCC(=O)NC1=C(C(=O)NC=2SC(=C(N2)C2CC2)C)C=CC=C1